1-(3-(2,6-dioxopiperidin-3-yl)-1-methyl-1H-indazol-6-yl)azetidin O=C1NC(CCC1C1=NN(C2=CC(=CC=C12)N1CCC1)C)=O